1,3,5-tris(2-(3-mercaptobutyryloxy)ethyl)-1,3,5-triazinane-2,4,6-trione SC(CC(=O)OCCN1C(N(C(N(C1=O)CCOC(CC(C)S)=O)=O)CCOC(CC(C)S)=O)=O)C